L-erythruronic acid O=C[C@@H](O)[C@@H](O)C(=O)O